CC(C=C)CCCC 3-methyl-1-heptene